[In].[C].[Si] silicon carbon indium